2-[(3-bromo-4-fluoro-phenyl)methyl]-7-methyl-2,7-diazaspiro[3.5]nonane BrC=1C=C(C=CC1F)CN1CC2(C1)CCN(CC2)C